C(C)(C)(C)OC(=O)N1CCC(C1)C1(CC1)C1=CC=CC=C1 4-(1-phenylcyclopropyl)pyrrolidine-1-carboxylic acid tert-butyl ester